((4-ethoxybenzoyl)glycyl)pyrrolidine-2-carboxamide C(C)OC1=CC=C(C(=O)NCC(=O)N2C(CCC2)C(=O)N)C=C1